(4-((3-(5-(benzyloxy)pyridin-3-yl)-1H-pyrrolo[2,3-b]pyridin-4-yl)oxy)phenyl)methanamin C(C1=CC=CC=C1)OC=1C=C(C=NC1)C1=CNC2=NC=CC(=C21)OC2=CC=C(C=C2)CN